3-((difluoromethyl)sulfonyl)-N-((2-(2-((cis)-2,6-dimethylmorpholino)pyrimidin-4-yl)-1,6-naphthyridin-7-yl)methyl)benzamide FC(S(=O)(=O)C=1C=C(C(=O)NCC2=NC=C3C=CC(=NC3=C2)C2=NC(=NC=C2)N2C[C@@H](O[C@@H](C2)C)C)C=CC1)F